COC1=C(C=CC(=C1)S(=O)(=O)C)C1N(CCCCC1)C1=NC(=NC(=C1)C)N 4-(2-(2-methoxy-4-(methylsulfonyl)phenyl)azepan-1-yl)-6-methylpyrimidin-2-amine